octadeca-9,12-dien-1-yl (4R)-4-((3R,10S,13R)-3-hydroxy-10,13-dimethylhexadecahydro-1H-cyclopenta[a]phenanthren-17-yl)pentanoate O[C@@H]1CC[C@@]2(C3CC[C@@]4(C(CCC4C3CCC2C1)[C@@H](CCC(=O)OCCCCCCCCC=CCC=CCCCCC)C)C)C